C[C@@H]1N(CCNC1)CC1CCN(CC1)C(=O)OC(C)(C)C tert-butyl (S)-4-((2-methylpiperazin-1-yl)methyl)piperidine-1-carboxylate